C(C)(C)(C)C=1C(=C(C=CC1)C1=C(C(=C(C=C1)P([O-])[O-])C1=CC=CC=C1)C1=C(C(=CC=C1)C(C)(C)C)C(C)(C)C)C(C)(C)C bis(di-tert-butylphenyl)-phenyl-phenylphosphonite